(7-chloro-1H-indol-3-ylmethyl)-dimethylamine ClC=1C=CC=C2C(=CNC12)CN(C)C